1-benzyl 5-(tert-butyl)(S)-2-oxoimidazolidine-1,5-dicarboxylate C(C)(C)(C)[C@]1(CNC(N1C(=O)OCC1=CC=CC=C1)=O)C(=O)[O-]